n-methylmorpholine nitrogen [N].CN1CCOCC1